3-(2,4-Difluorophenyl)-3-(3-(((R)-2-ethyl-2,3-dihydrobenzo[f][1,4]oxazepin-4(5H)-yl)methyl)-4-methylphenyl)propanoic acid, formic acid salt C(=O)O.FC1=C(C=CC(=C1)F)C(CC(=O)O)C1=CC(=C(C=C1)C)CN1C[C@H](OC2=C(C1)C=CC=C2)CC